2-{4-[6-chloro-2-ethyl-5-(methylsulfonyl)-1H-benzimidazol-1-yl]phenyl}ethyl (4-methylphenyl)sulfonylcarbamate CC1=CC=C(C=C1)S(=O)(=O)NC(OCCC1=CC=C(C=C1)N1C(=NC2=C1C=C(C(=C2)S(=O)(=O)C)Cl)CC)=O